FC1(C(N(C2=C(N(C1)C(C)C)N=C(N=C2)NC2=C(C=C(C(=O)NC1CC3(C1)CCNCC3)C=C2)OC)C)=O)F 4-((7,7-difluoro-9-isopropyl-5-methyl-6-oxo-6,7,8,9-tetrahydro-5H-pyrimido[4,5-b][1,4]diazepin-2-yl)amino)-3-methoxy-N-(7-azaspiro[3.5]nonan-2-yl)benzamide